4-oxotetrahydro-2H-pyran-3-carboxylate O=C1C(COCC1)C(=O)[O-]